2,4-dinitrophenol lead [Pb].[N+](=O)([O-])C1=C(C=CC(=C1)[N+](=O)[O-])O